ethyl 3-(N-methylanilino)-3-oxo-propanoate CN(C1=CC=CC=C1)C(CC(=O)OCC)=O